N-(5-cyclopropyl-1H-pyrazol-3-yl)-2-(2-methyl-2,6-diazaspiro[3.4]oct-6-yl)pyrimidin-4-amine C1(CC1)C1=CC(=NN1)NC1=NC(=NC=C1)N1CC2(CN(C2)C)CC1